tert-butyl 3-[3-[5-(2,2,2-trifluoroethyl)-1,3,4-oxadiazol-2-yl]-1-bicyclo[1.1.1]pentanyl]azetidine-1-carboxylate FC(CC1=NN=C(O1)C12CC(C1)(C2)C2CN(C2)C(=O)OC(C)(C)C)(F)F